(1S,4r)-4-((S)-6-(Methoxycarbonyl)-7-methyl-2-(((tetrahydro-2H-pyran-4-yl)oxy)methyl)-6,7,8,9-tetrahydro-3H-imidazo[4,5-f]chinolin-3-yl)cyclohexan COC(=O)N1[C@H](CCC2=C3C(=CC=C12)N(C(=N3)COC3CCOCC3)C3CCCCC3)C